4-{[(2S)-2-{4-[5-chloro-2-(1,3-oxazol-5-yl)phenyl]-5-methoxy-2-oxopyridin-1(2H)-yl}-4-methoxybutyryl]amino}benzoic acid ClC=1C=CC(=C(C1)C1=CC(N(C=C1OC)[C@H](C(=O)NC1=CC=C(C(=O)O)C=C1)CCOC)=O)C1=CN=CO1